toluoyl-tartaric acid C=1(C(=CC=CC1)C(=O)C(C(=O)O)(O)C(O)C(=O)O)C